3-[6-[(4S)-2,2-dimethyl-1-(4-piperidylmethyl)-4-piperidyl]-1-methyl-indazol-3-yl]piperidine-2,6-dione CC1(N(CC[C@@H](C1)C1=CC=C2C(=NN(C2=C1)C)C1C(NC(CC1)=O)=O)CC1CCNCC1)C